(S)-1-((6-(7-fluoroquinolin-4-yl)-2-methylpyridin-3-yl)oxy)-2,4-dimethylpentan-2-amine FC1=CC=C2C(=CC=NC2=C1)C1=CC=C(C(=N1)C)OC[C@](CC(C)C)(N)C